C(C)(C)(C)OC(=O)N1C[C@@H]2COC3=C(CN2CC1)C(=CC(=C3F)C3=C(C=CC=C3O)Cl)OCCN(C)C (12AR)-9-(2-chloro-6-hydroxyphenyl)-7-[2-(dimethylamino)ethoxy]-10-fluoro-3,4,12,12a-tetrahydro-6H-pyrazino[2,1-c][1,4]benzoxazepine-2(1H)-carboxylic acid tert-butyl ester